N-(2,4-dimethoxybenzyl)-9-fluoro-7-methoxy-2-(2-(3-(1-(trifluoromethyl)cyclopropyl)-5,6,7,8-tetrahydroimidazo[1,5-a]pyridin-7-yl)ethyl)-[1,2,4]triazolo[1,5-c]quinazolin-5-amine COC1=C(CNC2=NC=3C(=CC(=CC3C=3N2N=C(N3)CCC3CC=2N(CC3)C(=NC2)C2(CC2)C(F)(F)F)F)OC)C=CC(=C1)OC